ClC1=CC(=C(OCCNC(OC(C)(C)C)=O)C=C1)C tert-butyl (2-(4-chloro-2-methylphenoxy)ethyl)carbamate